(S)-6-(4-(3-(4-methylfuran-2-yl)isoxazolidine-2-carbonyl)piperidin-1-yl)pyrimidine-4-carboxamide 2,2,2-trifluoroacetate salt FC(C(=O)O)(F)F.CC=1C=C(OC1)[C@H]1N(OCC1)C(=O)C1CCN(CC1)C1=CC(=NC=N1)C(=O)N